BrC=1C(=C(COC=2C(=C3CCN(CC3=C(C2)OCC=2C=NC=C(C2)C#N)CC(=O)O)Cl)C=CC1)C (6-((3-bromo-2-methylbenzyl)oxy)-5-chloro-8-((5-cyanopyridin-3-yl)methoxy)-3,4-dihydroisoquinolin-2(1H)-yl)acetic acid